ClC=1C(N(C(=CC1OCC1=NC=C(C=C1F)F)C)C1=CC(=NC=C1C)C=1N=C(SC1)C(C)(C)O)=O (S)-3-chloro-4-((3,5-difluoropyridin-2-yl)methoxy)-2'-(2-(2-hydroxypropan-2-yl)thiazol-4-yl)-5',6-dimethyl-2H-[1,4'-bipyridin]-2-one